1-[(12aR)-9-(2-chloro-6-hydroxyphenyl)-8-ethynyl-10-fluoro-3,4,12,12a-tetrahydro-6H-pyrazino[2,1-c][1,4]benzooxazepin-2(1H)-yl]prop-2-en-1-one ClC1=C(C(=CC=C1)O)C1=C(C2=C(CN3[C@@H](CO2)CN(CC3)C(C=C)=O)C=C1C#C)F